(2-boronocyclopropyl)-2-hydroxy-6-[(1-{[morpholin-2-yl]acetyl}azetidin-3-yl)oxy]benzoic acid B(O)(O)C1C(C1)C=1C(=C(C(=O)O)C(=CC1)OC1CN(C1)C(CC1CNCCO1)=O)O